1-(3'-hydroxypropyl)-3-butylimidazole hexafluorophosphate F[P-](F)(F)(F)(F)F.OCCCN1CN(C=C1)CCCC